(R)-(+)-beta-hydroxy-gamma-butyrolactone C1[C@H](COC1=O)O